BrC1=C(C=C2C(=C(C(=NC2=C1F)Cl)[N+](=O)[O-])NC1C2CN(C1C2)C(=O)OC(C)(C)C)I tert-Butyl (endo)-5-((7-bromo-2-chloro-8-fluoro-6-iodo-3-nitroquinolin-4-yl)amino)-2-azabicyclo[2.1.1]hexane-2-carboxylate